8-bromo-N-(tert-butyl)-2,3-dimethylpyrido[3,4-b]pyrazin-5-amine BrC1=CN=C(C2=NC(=C(N=C21)C)C)NC(C)(C)C